tert-butyl (S)-6-(((tert-butyldimethylsilyl)oxy)-methyl)-2,2-dimethylpiperidine-1-carboxylate [Si](C)(C)(C(C)(C)C)OC[C@@H]1CCCC(N1C(=O)OC(C)(C)C)(C)C